4-((2,4-dichloro-5-methoxyphenyl)amino)-7-(3-(4-(4-(2,4-dioxotetrahydropyrimidin-1(2H)-yl)-2-fluorobenzyl)piperazin-1-yl)propoxy)-6-methoxyquinoline-3-carbonitrile ClC1=C(C=C(C(=C1)Cl)OC)NC1=C(C=NC2=CC(=C(C=C12)OC)OCCCN1CCN(CC1)CC1=C(C=C(C=C1)N1C(NC(CC1)=O)=O)F)C#N